4-(2,2-dimethyltetrahydro-2H-pyran-4-yl)-1-(5-methyl-1,3,4-oxadiazol-2-yl)butan-2-one CC1(OCCC(C1)CCC(CC=1OC(=NN1)C)=O)C